1-((2R,3R,4S,5R)-3,4-dihydroxy-5-(hydroxymethyl)tetrahydrofuran-2-yl)-4-(hydroxyamino)pyrimidin O[C@H]1[C@@H](O[C@@H]([C@H]1O)CO)N1CN=C(C=C1)NO